ONC(=O)C1=CC2=C(OCCN2CC2=CC(=C(C=C2)S(=O)(=O)C)OC)C=C1 N-hydroxy-4-(3-methoxy-4-(methylsulfonyl)benzyl)-3,4-dihydro-2H-benzo[b][1,4]oxazine-6-carboxamide